(3-(Azidomethyl)bicyclo[1.1.1]pent-1-yl)(5-(3,5-difluorophenyl)-4,5-dihydro-1H-pyrazol-1-yl)methanone N(=[N+]=[N-])CC12CC(C1)(C2)C(=O)N2N=CCC2C2=CC(=CC(=C2)F)F